O=C1N(C=CC2=CC(=CC=C12)B1OC(C(O1)(C)C)(C)C)C1CCN(CC1)C(=O)OC(C)(C)C tert-butyl 4-[1-oxo-6-(4,4,5,5-tetramethyl-1,3,2-dioxaborolan-2-yl)isoquinolin-2-yl]piperidine-1-carboxylate